ClC1=C2N=CN(C2=NC=N1)CCOC 6-chloro-9-(2-methoxyethyl)-9H-purine